ClC1=CC(N(C=N1)CC1(CCN(CC1)C(C[C@@H](C)C1=CC=CC=C1)=O)O)=O (R)-6-chloro-3-((4-hydroxy-1-(3-phenylbutyryl)piperidin-4-yl)methyl)pyrimidin-4(3H)-one